2-[1-[4-[2-(cyclopentyloxy)-3-pyridinyl]-2,6-difluoro-phenyl]azetidin-3-yl]acetic acid C1(CCCC1)OC1=NC=CC=C1C1=CC(=C(C(=C1)F)N1CC(C1)CC(=O)O)F